7-(8-Ethynyl-7-fluoronaphthalen-1-yl)-8-fluoro-2-(((2R,7aS)-2-fluorotetrahydro-1H-pyrrolizine-7a(5H)-yl)methoxy)pyrido[4,3-d]pyrimidin-4-ol C(#C)C=1C(=CC=C2C=CC=C(C12)C1=C(C=2N=C(N=C(C2C=N1)O)OC[C@]12CCCN2C[C@@H](C1)F)F)F